2-(4-Bromothiophene-2-yl)-2-((tert-butoxycarbonyl)amino)acetic acid methyl ester COC(C(NC(=O)OC(C)(C)C)C=1SC=C(C1)Br)=O